(Z)-3-[N-(benzyl)amino]-4-(2,4,5-trifluorophenyl)-2-butenoic acid methyl ester COC(\C=C(\CC1=C(C=C(C(=C1)F)F)F)/NCC1=CC=CC=C1)=O